3,4-dihydroxyl-3-cyclobutene OC=1CCC1O